S1C(=CC=C1)C1C=NNC1C(=O)N 4-(thiophen-2-yl)-4,5-dihydro-1H-pyrazol-5-carboxamid